3-(N,N-dimethylaminosulfonyl)phenylboronic acid CN(S(=O)(=O)C=1C=C(C=CC1)B(O)O)C